1-(2-bromo-4-hydroxyphenyl)hydrazine-1,2-dicarboxylic acid diethyl ester C(C)OC(=O)N(NC(=O)OCC)C1=C(C=C(C=C1)O)Br